ClC1=C(C=CC(=C1)Cl)[C@@H](C)NC(=O)[C@]1(C=2C=CC=NC2[C@]2(CC1)OC2)F (2S,5'S)-N-((R)-1-(2,4-dichloro-phenyl)ethyl)-5'-fluoro-6',7'-dihydro-5'H-spiro[oxirane-2,8'-quinoline]-5'-carboxamide